TRANS-2-tert-butyl 3-methyl 4-hydroxy-2-azabicyclo[3.1.1]heptane-2,3-dicarboxylate OC1C(N(C2CC1C2)C(=O)OC(C)(C)C)C(=O)OC